C(CCCCC)[C@@H](C(=O)N(C)[C@H](C(C1=CC=CC=C1)O)C)CCCCCCCC (R)-2-hexyl-N-((7S,2S)-1-hydroxy-1-phenylpropan-2-yl)-N-methyldecanamide